Methyl [(2S,3S,4R)-2,3,4,5-tetrakis(allyloxy)pentyl]glycinate C(C=C)O[C@@H](CNCC(=O)OC)[C@@H]([C@@H](COCC=C)OCC=C)OCC=C